ClC=1C=C(C=CC1F)C=1N=CNC1C(=O)O 4-(3-chloro-4-fluorophenyl)-1H-imidazole-5-carboxylic acid